FC(COB(OCC(F)(F)F)OCC(F)(F)F)(F)F tris(2,2,2-trifluoroethyl)boric acid